CC1(NC(COC1)C1=CC=C(C=C1)C(F)(F)F)C 3,3-dimethyl-5-(4-(trifluoromethyl)phenyl)morpholine